(2-isocyanophenyl)-3-phenylpropyne [N+](#[C-])C1=C(C=CC=C1)C#CCC1=CC=CC=C1